3-(5-(dimethylamino)-7-methoxy-1-oxoisoindolin-2-yl)piperidine-2,6-dione CN(C=1C=C2CN(C(C2=C(C1)OC)=O)C1C(NC(CC1)=O)=O)C